methyl 1-(2-acetoxyethyl)-1H-pyrazole-4-carboxylate C(C)(=O)OCCN1N=CC(=C1)C(=O)OC